N'-acetyl-4-amino-N-(2-fluoro-4-(trifluoromethyl)benzyl)-N',1-bis(methyl-d3)-1H-pyrazolo[4,3-c]quinoline-8-carbohydrazide C(C)(=O)N(N(C(=O)C1=CC=2C3=C(C(=NC2C=C1)N)C=NN3C([2H])([2H])[2H])CC3=C(C=C(C=C3)C(F)(F)F)F)C([2H])([2H])[2H]